FC(C(=O)O)(F)F.C(=O)C=1N=C(SC1)C1CCNCC1 4-(4-formyl-2-thiazolyl)piperidine trifluoroacetate